(S)-1-(3-Benzyl-1,2,4-oxadiazol-5-yl)-5-((tert-Butoxycarbonyl)amino)pentan-1-Aminium 4-Methylbenzenesulfonate CC1=CC=C(C=C1)S(=O)(=O)[O-].C(C1=CC=CC=C1)C1=NOC(=N1)[C@H](CCCCNC(=O)OC(C)(C)C)[NH3+]